1H-PYRROLO[3,2-C]PYRIDINE N1C=CC=2C=NC=CC21